2-(4-diethylamino-hydroxybenzoyl)benzoic acid C(C)N(C1=CC(=C(C(=O)C2=C(C(=O)O)C=CC=C2)C=C1)O)CC